OCCC(C)(C)C1=C(C=C(C=C1C)C=C)O 2-(4-hydroxy-2-methylbutan-2-yl)-3-methyl-5-vinylphenol